CC(C)(C)OC(=O)N[C@@H](C(C)C)C(=O)O N-{[(2-methylpropan-2-yl)oxy]carbonyl}-L-valine